FC1=C(C=CC=C1)C1=CC(=CN1S(=O)(=O)C1=CC(=CC=C1)C=1CCNCC1)CNC 1-(5-(2-fluorophenyl)-1-((3-(1,2,3,6-tetrahydropyridin-4-yl)phenyl)sulfonyl)-1H-pyrrol-3-yl)-N-methyl-methylamine